ethyl 2-[2-[bis[(4-methoxyphenyl)methyl]amino]-4,6-dimethoxy-pyrimidin-5-yl]oxy-2,2-difluoro-acetate COC1=CC=C(C=C1)CN(C1=NC(=C(C(=N1)OC)OC(C(=O)OCC)(F)F)OC)CC1=CC=C(C=C1)OC